F[C@@H]1S(C2=C(O[C@@H](C1)C)C(=CC(=C2)C(=O)[O-])F)(=O)=O (cis)-4,9-difluoro-2-methyl-3,4-dihydro-2H-benzo[b][1,4]oxathiepine-7-carboxylate 5,5-dioxide